tert-Butyl 3-(7-(thiazol-2-yl)-4-(2,2,2-trifluoro-1-(2-methoxy-2-methylpropoxy)ethyl)benzo[d]oxazol-2-yl)-3,6-diazabicyclo[3.1.1]heptane-6-carboxylate S1C(=NC=C1)C1=CC=C(C=2N=C(OC21)N2CC1N(C(C2)C1)C(=O)OC(C)(C)C)C(C(F)(F)F)OCC(C)(C)OC